5-(2-chloro-7,8-dihydropyrido[3,2-d]pyrimidin-5(6H)-yl)-1,3-dimethyl-7-(tetrahydro-2H-pyran-4-yl)quinolin-2(1H)-one ClC=1N=CC2=C(N1)CCCN2C2=C1C=C(C(N(C1=CC(=C2)C2CCOCC2)C)=O)C